4-[(8-bromo-8,8-difluoro-octyl)amino]-3-(dimethylsulfamoyl)benzoic acid BrC(CCCCCCCNC1=C(C=C(C(=O)O)C=C1)S(N(C)C)(=O)=O)(F)F